(R)-N-(1-phenylprop-2-yl)prop-2-yn-1-amine C1(=CC=CC=C1)C[C@@H](C)NCC#C